3-[4-(1,3-benzothiazol-2-ylmethyl)piperazin-1-yl]-N-(3-methoxycyclobutyl)-4-(2H-tetrazol-5-yl)aniline S1C(=NC2=C1C=CC=C2)CN2CCN(CC2)C=2C=C(NC1CC(C1)OC)C=CC2C=2N=NNN2